2-(4,5-Dichloro-6-oxopyridazin-1(6H)-yl)-N-(2-fluoro-4-methyl-5-((4-methyl-1,4-diazepan-1-yl)sulfonyl)phenyl)acetamide ClC=1C=NN(C(C1Cl)=O)CC(=O)NC1=C(C=C(C(=C1)S(=O)(=O)N1CCN(CCC1)C)C)F